C(C)(C)NC1=NC=CC(=C1)CN1C(N(C(C1(C)C)=O)C1=CC=C2C3(C(NC2=C1)=O)CC3)=O 1-((2-(isopropylamino)pyridin-4-yl)methyl)-5,5-dimethyl-3-(2'-oxospiro[cyclopropane-1,3'-indolin]-6'-yl)imidazolidine-2,4-dione